sodium bis-succinate C(CCC(=O)[O-])(=O)[O-].C(CCC(=O)[O-])(=O)[O-].[Na+].[Na+].[Na+].[Na+]